(S)-2-((2,2-dimethyl-1,3-dioxolan-4-yl)methoxy)-6-nitrophenol CC1(OC[C@@H](O1)COC1=C(C(=CC=C1)[N+](=O)[O-])O)C